3,5-difluoro-4-((6-methyl-7-phenyl-1H-imidazo[4,5-c]pyridin-1-yl)methyl)benzenesulfonamide FC=1C=C(C=C(C1CN1C=NC=2C=NC(=C(C21)C2=CC=CC=C2)C)F)S(=O)(=O)N